BrC1=CN=C(S1)C=O 5-bromo-1,3-thiazole-2-carbaldehyde